C1(CC1)C1=NNC(=N1)C1CC2(CN(C2)C(=O)N2CC3(C2)CC(C3)CN3C=NC(=C3)C3(CC3)C(F)(F)F)C1 [6-(3-cyclopropyl-1H-1,2,4-triazol-5-yl)-2-azaspiro[3.3]heptan-2-yl]-[6-[[4-[1-(trifluoromethyl)cyclopropyl]-imidazol-1-yl]methyl]-2-azaspiro[3.3]heptan-2-yl]methanone